C1=C(C=CC2=CC=CC=C12)S(=O)(=O)N1CC=C(CC1)C=1C=C(C(=NC1)C(=O)OC)O methyl (5-(1-(naphthalene-2-sulfonyl)-1,2,5,6-tetrahydropyridin-4-yl)-3-hydroxy-pyridine-2-carboxylate)